N,N-diethyl-3-aminosulfonyl-4-phenoxy-5-(1-pyrrolidinyl)thiobenzamide kalium [K].C(C)N(C(C1=CC(=C(C(=C1)N1CCCC1)OC1=CC=CC=C1)S(=O)(=O)N)=S)CC